ON1C(C=C(C=C1C(CCC)OC1=CC=C(C=C1)[N+](=O)[O-])C)=O 1-hydroxy-4-methyl-6-[1-[4-nitrophenoxy]-butyl]-2-pyridone